C(C)(C)(C)OC(=O)N1CCC(CC1)N1N=C2C(=CC(=CC2=C1)C=1C=C2C=NC(=NC2=CC1)C)F 4-[7-fluoro-5-(2-methylquinazolin-6-yl)indazol-2-yl]piperidine-1-carboxylic acid tert-butyl ester